BrC1=CC(=C(C(=O)Cl)C=C1)C1=CCC2(CC2)CC1 4-bromo-2-(spiro[2.5]oct-5-en-6-yl)benzoyl chloride